C(C)(CC)C1=CC(=C2C=NC(=NN21)N[C@H]2[C@@H](CN(CC2)S(=O)(=O)C)F)F 7-(sec-butyl)-5-fluoro-N-((3R,4R)-3-fluoro-1-(methylsulfonyl)piperidin-4-yl)pyrrolo[2,1-f][1,2,4]triazin-2-amine